cobalt (III) trisphenanthroline N1=CC=CC2=CC=C3C=CC=NC3=C12.N1=CC=CC2=CC=C3C=CC=NC3=C12.N1=CC=CC2=CC=C3C=CC=NC3=C12.[Co+3]